FC=1C(=CC=2C3=C(NC(C2C1)=O)COC[C@@H]3N(C(=O)C3=CNC(C(=C3)F)=O)C)F (R)-N-(8,9-difluoro-6-oxo-1,4,5,6-tetrahydro-2H-pyrano[3,4-c]isoquinolin-1-yl)-5-fluoro-N-methyl-6-oxo-1,6-dihydropyridine-3-carboxamide